Tert-butyl 4-(2,3-dichloro-6-quinolinyl)-3-oxo-piperazine-1-carboxylate ClC1=NC2=CC=C(C=C2C=C1Cl)N1C(CN(CC1)C(=O)OC(C)(C)C)=O